tert-butyl (1S,4S)-4-(hydroxymethyl)-5-methyl-2,5-diazabicyclo[2.2.1]heptane-2-carboxylate OC[C@]12CN([C@H](CN1C)C2)C(=O)OC(C)(C)C